Cl.Cl.N1C=C(C2=CC=CC=C12)C[C@@H]1N=C2SC=C(N2C1)CSC=1NC2=CC=CC=C2CN1 (S)-6-((1H-indol-3-yl)methyl)-3-(((1,4-dihydroquinazolin-2-yl)thio)methyl)-5,6-dihydroimidazo[2,1-b]thiazole dihydrochloride